ethyl 2-amino-5-[[6-(trifluoromethyl)pyridine-2-carbonyl]amino]pyridine-4-carboxylate NC1=NC=C(C(=C1)C(=O)OCC)NC(=O)C1=NC(=CC=C1)C(F)(F)F